ClC1=C(C=C(C=C1)S(=O)(=O)C1=CC(=C(C=C1)N1C(NN=C1)=S)NCCO)C(F)(F)F 4-(4-((4-chloro-3-(trifluoromethyl)phenyl)sulfonyl)-2-((2-hydroxyethyl)amino)phenyl)-2,4-dihydro-3H-1,2,4-triazole-3-thione